(S)-5-chloro-3-((3-(2-(4-chlorophenyl)-2-hydroxyethyl)-1,2,4-oxadiazol-5-yl)methyl)-1-(2-hydroxyethyl)pyrimidine-2,4(1H,3H)-dione ClC=1C(N(C(N(C1)CCO)=O)CC1=NC(=NO1)C[C@H](O)C1=CC=C(C=C1)Cl)=O